4-ethoxy-N-(4-fluoro-2-methyl-1,3-benzoxazol-6-yl)-2-(piperazin-1-yl)pyrimidine-5-carboxamide C(C)OC1=NC(=NC=C1C(=O)NC1=CC2=C(N=C(O2)C)C(=C1)F)N1CCNCC1